Ethyl 3-methyl-5-(N-phenethyl-N-(2-(4-picolinoylpiperazin-1-yl)phenyl)sulfamoyl)benzofuran-2-carboxylate CC1=C(OC2=C1C=C(C=C2)S(N(C2=C(C=CC=C2)N2C(CNCC2)C(C2=CC=NC=C2)=O)CCC2=CC=CC=C2)(=O)=O)C(=O)OCC